ClC=1C=CC=C2C(C=C(OC12)C1=C(OCCCN(C(C(=O)[O-])=O)S(=O)(=O)CC)C=C(C=C1)C(F)(F)F)=O 2-[3-[2-(8-chloro-4-oxo-chromen-2-yl)-5-(trifluoromethyl) phenoxy] propyl-ethylsulfonyl-amino]-2-oxo-acetate